3-ethyl-1H-1,2,4-triazole C(C)C1=NNC=N1